N-[7-chloro-6-(3-fluoro-2-pyridinyl)-4-methyl-8-(trifluoromethyl)-4H-[1,2,4]triazolo[1,5-a][1,4]benzodiazepine-2-Yl]carbamic acid tert-butyl ester C(C)(C)(C)OC(NC1=NN2C(C(N=C(C3=C2C=CC(=C3Cl)C(F)(F)F)C3=NC=CC=C3F)C)=N1)=O